N1=CC(=CC=C1C#N)C1=CC=NC=C1 [3,4'-bipyridine]-6-carbonitrile